C(CC)OC(C(=C)C#N)=O α-cyanoacrylic acid propyl ester